ClC1=C(C=CC(=C1)N1CCOCC1)NC1=NC2=C(C=CC=C2C=N1)C1=NC=CC(=C1)NC(C=C)=O N-(2-(2-((2-chloro-4-morpholinylphenyl)amino)quinazolin-8-yl)pyridin-4-yl)acrylamide